6-chloro-2-(5-fluoro-1H-1,2,4-triazol-3-yl)-3-(1H-imidazol-1-yl)-5-methoxy-1-methyl-1H-pyrrolo[3,2-b]pyridine ClC=1C=C2C(=NC1OC)C(=C(N2C)C2=NNC(=N2)F)N2C=NC=C2